(S)-6-(3-(4-chlorothiazol-2-yl)-1,2,4-oxadiazol-5-yl)-2,2-dimethyl-3,4-dihydro-2H-pyrano[2,3-b]pyridin-3-ol ClC=1N=C(SC1)C1=NOC(=N1)C=1C=C2C(=NC1)OC([C@H](C2)O)(C)C